4-[[dimethyl(oxo)-λ6-sulfanylidene]amino]aniline CS(=O)(C)=NC1=CC=C(N)C=C1